1-(3-(4-(3,4-difluoro-2-(trifluoromethyl)phenyl)piperidin-1-carbonyl)-4,6-dihydropyrrolo[3,4-c]pyrazol-5(1H)-yl)propan-1-one FC=1C(=C(C=CC1F)C1CCN(CC1)C(=O)C=1C2=C(NN1)CN(C2)C(CC)=O)C(F)(F)F